t-butyl-2-benzothiazolesulfonamide C(C)(C)(C)C1=CC=CC2=C1N=C(S2)S(=O)(=O)N